C(C)N(S(=O)(=O)C1=CC=C(C=C1)C(/C=C/C1=CC=C(C(=O)O)C=C1)=O)CC 4-[(E)-3-[4-(Diethylsulfamoyl)phenyl]-3-oxoprop-1-enyl]benzoic acid